N1(CCCCCCC1)C(=O)OC1=CC(=CC=C1)C=1C=NC=C(C1)C=1OC=NN1 3-(5-(1,3,4-oxadiazol-2-yl)pyridin-3-yl)phenyl azocane-1-carboxylate